COC1=C(C=CC=C1)C1=NC(=NC=C1C(=O)O)C 4-(2-methoxyphenyl)-2-methylpyrimidine-5-carboxylic acid